[Si](C1=CC=CC=C1)(C1=CC=CC=C1)(C(C)(C)C)OCC(C=1SC(=NN1)C)NC(OC(C)(C)C)=O tert-butyl (2-((tert-butyldiphenylsilyl)oxy)-1-(5-methyl-1,3,4-thiadiazol-2-yl)ethyl)carbamate